NCCNC[Si](OC)(OC)OC N-(2-aminoethyl)-aminomethyltrimethoxysilane